2,6-bismaleimidyltoluene C1(C=CC(N1C1=C(C)C(=CC=C1)N1C(C=CC1=O)=O)=O)=O